ARSENIT [As]([O-])([O-])[O-]